5-chloro-1-methoxy-1'-[(1-phenylpyrazol-4-yl)methyl]spiro[1H-isobenzofuran-3,4'-piperidine] ClC=1C=C2C(=CC1)C(OC21CCN(CC1)CC=1C=NN(C1)C1=CC=CC=C1)OC